FC1=CN=C2C[C@@H](CNC2=C1)[C@@H](C1=CC=CC=C1)NC[C@H](C)C=1C=CC(=C(C1)CC(=O)O)C |o1:20| 2-(5-((R or S)-1-(((S)-((S)-7-fluoro-1,2,3,4-tetrahydro-1,5-naphthyridin-3-yl)(phenyl)methyl)amino)propan-2-yl)-2-methylphenyl)acetic acid